C(C)N(C1=CC(=C(\C=N\NC(=O)C=2OC=CC2)C=C1)O)CC (E)-N'-(4-(diethylamino)-2-hydroxybenzylidene)furan-2-carbohydrazide